5-(2-chloro-5-methoxyphenyl)-6-(2,6-difluorophenyl)-1-ethyl-3,4-dihydropyridin-2(1H)-one ClC1=C(C=C(C=C1)OC)C=1CCC(N(C1C1=C(C=CC=C1F)F)CC)=O